Aminobutylguanidine NCCCCNC(=N)N